(2-chloro-4-phenoxyphenyl)(4-(3-(hydroxymethyl)piperidin-1-yl)-7H-pyrrolo[2,3-d]pyrimidin-5-yl)methanone ClC1=C(C=CC(=C1)OC1=CC=CC=C1)C(=O)C1=CNC=2N=CN=C(C21)N2CC(CCC2)CO